COC1=CC=C(C=C1)C(/C=C/C1=CC=C(C=C1)\C=C/1\C(N(C(S1)=S)[C@H](C(=O)O)CC1=CC=CC=C1)=O)=O (2S)-2-[(5Z)-5-[[4-[(E)-3-(4-Methoxyphenyl)-3-oxoprop-1-enyl]phenyl]methylidene]-4-oxo-2-sulfanylidene-1,3-thiazolidin-3-yl]-3-phenylpropanoic acid